IC=1C(=C2N=CC=NC2=C(C1)C1=CC=C(C=C1)OC(F)(F)F)C(C)O 1-(6-iodo-8-(4-(trifluoromethoxy)phenyl)quinoxalin-5-yl)ethan-1-ol